butyl(2-ethylhexyl) terephthalate C(C1=CC=C(C(=O)[O-])C=C1)(=O)OC(C(CCCC)CC)CCCC